tert-butyl 5-(5H-imidazo[5,1-a]isoindol-5-ylidene)hexahydrocyclopenta[c]pyrrole-2(1H)-carboxylate C=1N=CN2C1C1=CC=CC=C1C2=C2CC1C(CN(C1)C(=O)OC(C)(C)C)C2